CC1=CC=CN2C=C(C=C12)C(=O)N1CC2=C(CC1C)NN=C2C=2N=CSC2 8-methyl-2-[6-methyl-3-(1,3-thiazol-4-yl)-1H,4H,5H,6H,7H-pyrazolo[4,3-c]pyridine-5-carbonyl]indolizine